C(C(C(O)(O)O)O)O Propane-1,2,3-trioldiol